COC1=C(C(=C(C=C1)C1=CC=C(C=C1)N)N)OC dimethoxy-2,4'-diaminobiphenyl